C(C=C)(=O)OCCC[Si](Cl)(Cl)C 3-acryloyloxypropyl-methyl-dichlorosilane